1-methyl-4-[2-methyl-4-[(2R,5S)-5-methyl-2-piperidyl]phenyl]piperazine CN1CCN(CC1)C1=C(C=C(C=C1)[C@@H]1NC[C@H](CC1)C)C